Ribitol C([C@H](O)[C@H](O)[C@H](O)CO)O